4-hydroxy-2-methylpentyl-peroxyl-(2-phenylbutyric acid) OC(CC(COOC(C(=O)O)(CC)C1=CC=CC=C1)C)C